O1OCCCCCCCC1 dioxecane